COC(C1=CC(=C(C=C1)[N+](=O)[O-])OC1CC1)=O 3-(cyclopropyloxy)-4-nitro-benzoic acid methyl ester